tert-butyl (S)-2-(6-(3-methyl-1H-pyrrolo[2,3-b]pyridin-5-yl)-2-((R)-tetrahydrofuran-3-carbonyl)-1,2,3,4-tetrahydroisoquinolin-8-yl)pyrrolidine-1-carboxylate CC1=CNC2=NC=C(C=C21)C=2C=C1CCN(CC1=C(C2)[C@H]2N(CCC2)C(=O)OC(C)(C)C)C(=O)[C@H]2COCC2